[Co]=O.[Zn] zinc-cobalt Oxide